CC(CC1=CC=CC=C1)(C)C(C(=O)O)CC.C(CCC)(OC(C1=CC=CC=C1)(C)C)(O)O dimethylbenzyl orthobutyrate (2-methyl-1-phenylpropan-2-yl butyrate)